2-(6-(((1R,4R,5R,6R)-6-fluoro-1,2-dimethyl-2-azabicyclo[2.2.1]heptan-5-yl)(methyl)amino)pyridazin-3-yl)-5-(1H-imidazol-1-yl)phenol F[C@@H]1[C@@H]([C@H]2CN([C@@]1(C2)C)C)N(C2=CC=C(N=N2)C2=C(C=C(C=C2)N2C=NC=C2)O)C